3-benzyl-N-(2-(pyrrolidin-1-yl)ethyl)quinoxaline-2-amine C(C1=CC=CC=C1)C=1C(=NC2=CC=CC=C2N1)NCCN1CCCC1